N-(4-(N,N-Diphenylsulfamoyl)benzyl)-1H-indole-1-carboxamide C1(=CC=CC=C1)N(S(=O)(=O)C1=CC=C(CNC(=O)N2C=CC3=CC=CC=C23)C=C1)C1=CC=CC=C1